rac-(7S)-7-tert-butyl-N-[rac-(1R)-1-[4-(6-oxo-1H-pyridin-3-yl)phenyl]-3-(tetrahydropyran-4-ylamino)propyl]-5,6,7,8-tetrahydrothiazolo[5,4-b]quinoline-2-carboxamide C(C)(C)(C)[C@@H]1CC=2C=C3C(=NC2CC1)SC(=N3)C(=O)N[C@H](CCNC3CCOCC3)C3=CC=C(C=C3)C3=CNC(C=C3)=O |r|